(1R,3aS,3bS,5aR,7S,9aR,9bS,11aR)-4,4-difluoro-7-hydroxyl-1-[(2R)-6-Hydroxy-6-methylhept-2-yl]-9a,11a-dimethylhexadecahydro-1H-cyclopenta[1,2-a]phenanthrene-6-one FC1(C[C@H]2C([C@H](CC[C@@]2([C@H]2CC[C@]3([C@H]([C@H]12)CC[C@@H]3[C@H](C)CCCC(C)(C)O)C)C)O)=O)F